(S)-2-bromo-4-nitro-5-((oxetan-2-ylmethyl)amino)pyridine 1-oxide BrC1=[N+](C=C(C(=C1)[N+](=O)[O-])NC[C@H]1OCC1)[O-]